3-(6-methylquinolin-2-yl)acrylamide CC=1C=C2C=CC(=NC2=CC1)C=CC(=O)N